CN(CCOC1=CC(=NC=C1)C=1N=C(C2=C(N1)CCC2)N(CC(=O)NC(C)C)C)C 2-[(2-{4-[2-(dimethylamino)ethoxy]pyridin-2-yl}-5H,6H,7H-cyclopenta[d]pyrimidin-4-yl)(methyl)amino]-N-(propan-2-yl)acetamide